[N+](=O)([O-])C1=C(C=CC(=C1)C(=O)OCC)B1OC(C)(C)C(C)(C)O1 2-nitro-4-ethoxycarbonylbenzeneboronic acid pinacol ester